FC(C=1C=C(C=CC1F)C1=CN=CC=N1)F 6-[3-(Difluoromethyl)-4-fluoro-phenyl]pyrazin